ClC1=CC(=C(C=N1)C1=NC=C(C=C1F)CN1CC(C1)(F)F)F 6'-Chloro-5-((3,3-difluoroazetidin-1-yl)methyl)-3,4'-difluoro-2,3'-bipyridine